2-(6-chloro-3-pyridinyl)-2,2-difluoro-ethanol ClC1=CC=C(C=N1)C(CO)(F)F